ClC1=C(C=C(C=2CCOC21)C([C@@H]([C@H]([C@@H]([C@@H](CO)O)O)O)O)=O)CC2=CC=C(C=C2)C2CC2 (2R,3S,4R,5R)-1-(7-chloro-6-(4-cyclopropylbenzyl)-2,3-dihydrobenzofuran-4-yl)-2,3,4,5,6-pentahydroxyhexane-1-one